tert-Butyl (2-(1-aminopropan-2-yl)-5-chloro-3-methylthieno[3,2-b]pyridin-7-yl)(furan-2-ylmethyl)carbamate NCC(C)C1=C(C2=NC(=CC(=C2S1)N(C(OC(C)(C)C)=O)CC=1OC=CC1)Cl)C